CC=1C=C(C=CC1OC=1SC(=CN1)C(F)(F)F)NC(=O)C1(CCC1)C(=O)N ((3-methyl-4-((5-(trifluoromethyl)thiazol-2-yl)oxy)phenyl)carbamoyl)cyclobutane-1-carboxamide